FC1=CC=C(C=C1)[C@@H](C1CCNCC1)C1=CC(=CC=C1)OC |o1:7| (R or S)-4-((4-Fluorophenyl)(3-methoxyphenyl)methyl)piperidine